(S)-3-(4-(4-((4-(2-(6,6-dimethyl-4,5,6,7-tetrahydro-1H-indazol-3-yl)-1H-indole-6-carbonyl)piperazin-1-yl)methyl)piperidin-1-yl)phenyl)piperidine-2,6-dione CC1(CCC=2C(=NNC2C1)C=1NC2=CC(=CC=C2C1)C(=O)N1CCN(CC1)CC1CCN(CC1)C1=CC=C(C=C1)[C@H]1C(NC(CC1)=O)=O)C